benzyl(2-(3-formyl-1,1-dioxidothiomorpholino)-2-oxoethyl)carbamate C(C1=CC=CC=C1)OC(NCC(=O)N1C(CS(CC1)(=O)=O)C=O)=O